(2S,5R)-5-(3-chlorophenyl)-1-(2'-methoxy-[1,1'-biphenyl]-4-carbonyl)pyrrolidine-2-carboxylic acid ClC=1C=C(C=CC1)[C@H]1CC[C@H](N1C(=O)C1=CC=C(C=C1)C1=C(C=CC=C1)OC)C(=O)O